NC1=C(C2=C(S1)CC(CC2)(C2=CC=CC=C2)CC(=O)O)C(=O)OCC 2-(2-Amino-3-(ethoxycarbonyl)-6-phenyl-4,5,6,7-tetrahydrobenzo[b]thiophen-6-yl)acetic acid